C(C1=C(C(=C(C(=C1[2H])[2H])[2H])[2H])[2H])(=O)O (2H5)benzoic acid